N1N=CC(=C1)C1=CC=C(C=C1)C1=C2C(=NO1)C=CC(=C2)/C=C/C(=O)NO (E)-3-(3-(4-(1H-pyrazol-4-yl)phenyl)benzo[c]isoxazol-5-yl)-N-hydroxyacrylamide